3-methoxyl-methylpyrrolidin-2-one O(C)C1C(N(CC1)C)=O